NC1=CC=C(C=C1)SCCO 2-((4-aminophenyl)thio)ethanol